D-2-deoxy-2-acetamido-galactopyranose C(C)(=O)N[C@H]1C(O)O[C@@H]([C@@H]([C@@H]1O)O)CO